N-(3-chloro-2,4-difluorophenyl)-7-(1-(methyl-d3)-1H-pyrazol-4-yl)-5-((2-(pyrimidin-2-yl)propan-2-yl)oxy)quinazolin-4-amine ClC=1C(=C(C=CC1F)NC1=NC=NC2=CC(=CC(=C12)OC(C)(C)C1=NC=CC=N1)C=1C=NN(C1)C([2H])([2H])[2H])F